N1=CCNC(=C1)C(=O)OC(C)(C)C tert-butyl pyrazine-5(4H)-carboxylate